N-(1-(1-(2,4-bis(trifluoromethyl)phenyl)ethyl)-1H-pyrazol-4-yl)-4-methyl-2-(pyridin-2-yl)thiazole-5-carboxamide ethyl-2-(4-bromophenyl)-acetate C(C)OC(CC1=CC=C(C=C1)Br)=O.FC(C1=C(C=CC(=C1)C(F)(F)F)C(C)N1N=CC(=C1)NC(=O)C1=C(N=C(S1)C1=NC=CC=C1)C)(F)F